Cl.N1=C(N=C(C=C1)N)C=1C=NC=NC1 [2,5'-bipyrimidin]-4-amine hydrochloride